O.S(=O)(=O)([O-])[O-].[Na+].C(C)N1C=NC2=C1C=C(C(=C2F)C#CC2=NN(C(=C2C(=O)N)NCCO)[C@@H]2CN(CC2)C(C=C)=O)F.[Na+] 3-[2-(1-ethyl-4,6-difluoro-1,3-benzodiazol-5-yl)ethynyl]-5-[(2-hydroxyethyl)amino]-1-[(3S)-1-(prop-2-enoyl)pyrrolidin-3-yl]pyrazole-4-carboxamide sodium sulfate salt monohydrate